ClC1=CC=C(C=C1)[C@H](C)NC(CCC1=NC=2C(=NC=CC2)N1CC1=CC=C(C=C1)C(F)(F)F)=O N-[(S)-1-(4-Chloro-phenyl)-ethyl]-3-[3-(4-trifluoromethyl-benzyl)-3H-imidazo[4,5-b]pyridin-2-yl]-propionamide